ClC1=NC=C(C(=C1)C(=O)NCC(C)(F)C1=C(C=C(C=C1)Cl)Cl)OC1=CC(=CC=C1)C1CC1 2-chloro-5-(3-cyclopropyl-phenoxy)-N-[2-(2,4-dichlorophenyl)-2-fluoro-propyl]pyridine-4-carboxamide